FC(C=1OC(=NN1)C1=CC=C(C=C1)CN1N=NC(=C1)C1=CC=CC=C1)F 2-(difluoromethyl)-5-(4-((4-phenyl-1H-1,2,3-triazol-1-yl)methyl)phenyl)-1,3,4-oxadiazole